(2R,3S)-5-(3-carbamoyl-1H-1,2,4-triazol-1-yl)-2-ethynyl-2-(((4-methylbenzoyl)oxy)methyl)tetrahydrofuran-3-yl 4-methylbenzoate CC1=CC=C(C(=O)O[C@@H]2[C@](OC(C2)N2N=C(N=C2)C(N)=O)(COC(C2=CC=C(C=C2)C)=O)C#C)C=C1